N1=C(NC2=C1C=CC=C2)SSC=2NC1=C(N2)C=CC=C1 2,2'-dithiobis(benzimidazole)